F[C@@H]1[C@@H](C1)C(=O)N1C(C(CCC1)CS(=O)(=O)N)COC1CCN(CC1)C1=C(C=CC=C1)F 1-(((1S,2S)-2-fluorocyclopropyl)carbonyl-2-(((1-(2-fluorophenyl)piperidin-4-yl)oxy)methyl)piperidin-3-yl)methanesulfonamide